FC(C=1N=CC(=NC1)NC1CCC2(CN(C2)C=O)CC1)(F)F [7-[[5-(trifluoromethyl)pyrazin-2-yl]amino]-2-azaspiro[3.5]nonan-2-yl]methanone